N(=[N+]=[N-])CCOCCOCCNC(=O)CN(CCOCCOCCOCCNC(=O)OC(C)(C)C)CC(=O)OCC Ethyl 12-[({2-[2-(2-azidoethoxy)ethoxy]ethyl}carbamoyl)methyl]-1-{[(tert-butoxy)carbonyl]amino}-3,6,9-trioxa-12-azatetradecan-14-oate